C(C1=CC=CC=C1)=NC(CCC)[SiH](OC)OC N-benzylidene-3-methyl-(dimethoxysilyl)propan-1-amine